2-amino-1-(4-(4-((3-(4-(difluoromethoxy)phenyl)imidazo[1,2-a]pyrazin-8-yl)amino)-2-methylbenzoyl)piperazin-1-yl)ethanone hydrochloride Cl.NCC(=O)N1CCN(CC1)C(C1=C(C=C(C=C1)NC=1C=2N(C=CN1)C(=CN2)C2=CC=C(C=C2)OC(F)F)C)=O